[N+](=O)([O-])C1=CC2=C(NC(=N2)CNC(OCCCC)=O)C=C1 butyl N-[(5-nitro-1H-benzimidazol-2-yl)methyl]carbamate